O\C(\C(=O)OC)=C/C(CCCCCCCCCCCCCC)CCC=CCCCCC methyl (Z)-2-hydroxy-4-(non-3-en-1-yl)octadecenoate